4-(4-(methyl-d3)piperazin-1-yl)benzene-1,2-diamine C(N1CCN(CC1)C=1C=C(C(=CC1)N)N)([2H])([2H])[2H]